Cl.O1[C@@H](COCC1)COC1=CC(=C(C=C1)C1=CC(=CN1S(=O)(=O)C=1C=NC=CC1)CNC)F (S)-1-(5-(4-((1,4-dioxan-2-yl)methoxy)-2-fluorophenyl)-1-(pyridin-3-ylsulfonyl)-1H-pyrrol-3-yl)-N-methyl-methylamine hydrochloride